NCCCNC=1C=CC=C2CN(C(C12)=O)C1C(NC(CC1)=O)=O 3-(7-((3-aminopropyl)amino)-1-oxoisoindolin-2-yl)piperidine-2,6-dione